(3S)-3-(4-{[(3R)-3,7-dimethyloct-6-en-1-yl]oxy}phenyl)hex-4-ynoic acid C[C@@H](CCOC1=CC=C(C=C1)[C@H](CC(=O)O)C#CC)CCC=C(C)C